(12Z,15Z)-N,N-dimethyl-1-2-nonylhenicosa-12,15-dien-1-amine CN(C(CCCCCCCCCC\C=C/C\C=C/CCCCC)C(C)CCCCCCC)C